3-({6-[4-(trifluoromethyl)phenoxy]-1H-benzimidazol-1-yl}methyl)oxetan-3-ol FC(C1=CC=C(OC=2C=CC3=C(N(C=N3)CC3(COC3)O)C2)C=C1)(F)F